3-(2,3-dimethyl-3-(3-sulfopropyl)-3H-benzo[4,5]thieno[2,3-b]pyrrol-1-ium-1-yl)propane-1-sulfonate CC=1C(C2=C([N+]1CCCS(=O)(=O)[O-])SC1=C2C=CC=C1)(CCCS(=O)(=O)O)C